CN(S(=O)(=O)NC=1C(=C(C(=O)C2=CNC3=NC=C(C=C32)C=3N=NC(=CC3)OC)C(=CC1)F)F)C 3-[3-(dimethylsulfamoylamino)-2,6-difluoro-benzoyl]-5-(6-methoxypyridazin-3-yl)-1H-pyrrolo[2,3-b]pyridine